1-(2,4-dichlorophenyl)-3-[1-(2-fluorophenyl)-5-oxopyrrolidin-3-yl]thiourea ClC1=C(C=CC(=C1)Cl)NC(=S)NC1CN(C(C1)=O)C1=C(C=CC=C1)F